i-butylaluminium C(C(C)C)[Al]